C12(C3C2C31)N tricyclo[1.1.0.02,4]butan-1-amine